COC(=O)C1COC(CC1=O)(C)C.CC1(CC(=C(CO1)C(=O)OC)OS(=O)(=O)C(F)(F)F)C methyl 6,6-dimethyl-4-(((trifluoromethyl) sulfonyl) oxy)-5,6-dihydro-2H-pyran-3-carboxylate methyl-tetrahydro-6,6-dimethyl-4-oxo-2H-pyran-3-carboxylate